ethyl 2-(5-((tert-butoxycarbonyl)(8-(1,3-dioxoisoindolin-2-yl)octyl)amino)-2-oxopyridin-1(2H)-yl)acetate C(C)(C)(C)OC(=O)N(C=1C=CC(N(C1)CC(=O)OCC)=O)CCCCCCCCN1C(C2=CC=CC=C2C1=O)=O